IC=1C=C(C=2C=CN(C2C1)CC(C)C)N 6-iodo-1-isobutyl-indol-4-amine